2-[[1-(6-cyclopropylpyrimidin-4-yl)piperidin-4-yl]methyl]-6-(1,2,4-triazol-1-yl)pyridazin-3-one C1(CC1)C1=CC(=NC=N1)N1CCC(CC1)CN1N=C(C=CC1=O)N1N=CN=C1